N-(2-chloro-4-fluorobenzyl)-4-(2-(p-tolyl)-2H-pyrazolo[3,4-d]pyrimidin-4-yl)piperazine-2-carboxamide ClC1=C(CNC(=O)C2NCCN(C2)C=2C=3C(N=CN2)=NN(C3)C3=CC=C(C=C3)C)C=CC(=C1)F